N-(1-(5-(3-(Trifluoromethyl)benzyl)octahydropyrrolo[3,4-c]pyrrole-2-carbonyl)-1H-pyrazol-3-yl)acetamide FC(C=1C=C(CN2CC3C(C2)CN(C3)C(=O)N3N=C(C=C3)NC(C)=O)C=CC1)(F)F